[Pd](Cl)Cl.C1(CCCCC1)P(CCP(C1CCCCC1)C1CCCCC1)C1CCCCC1 [1,2-bis(dicyclohexylphosphino)ethane] palladium (II) chloride